tert-butyl (isopropylpiperidine-1-carbonyl)-9-hydroxy-6-azaspiro[3.5]nonane-6-carboxylate C(C)(C)C1N(CCCC1)C(=O)C1CCC12CN(CCC2O)C(=O)OC(C)(C)C